Tert-butyl (3S)-3-{[(3-chloropyrazin-2-yl)methyl]carbamoyl}pyrrolidine-1-carboxylate ClC=1C(=NC=CN1)CNC(=O)[C@@H]1CN(CC1)C(=O)OC(C)(C)C